N1CC(C1)C1=NC(=NO1)C1(CC1)C(F)(F)F 5-(azetidin-3-yl)-3-[1-(trifluoromethyl)cyclopropyl]-1,2,4-oxadiazole